C1CCC12CN(C2)C(=O)[O-] 6-azaspiro[3.3]heptane-6-carboxylate